C1(=CC=CC=C1)C=1C(=NC(=NC1)N)N phenyl-2,4-diaminopyrimidine